2-(4-isopropyl-1H-1,2,3-triazol-1-yl)ethan-1-one C(C)(C)C=1N=NN(C1)CC=O